2-(4-aminophenyl)-5-aminobenzene NC1=CC=C(C=C1)C1=CC=C(C=C1)N